N-(1-(5-(3-cyano-6-ethoxypyrazolo[1,5-a]pyridin-4-yl)pyridin-2-yl)-4-((4-ethylpiperazin-1-yl)methyl)piperidin-4-yl)-2,5-difluorobenzamide C(#N)C=1C=NN2C1C(=CC(=C2)OCC)C=2C=CC(=NC2)N2CCC(CC2)(CN2CCN(CC2)CC)NC(C2=C(C=CC(=C2)F)F)=O